C(C=C)(=O)N1[C@H](CN(CC1)C1=NC(=NC=2C[C@@H](CCC12)N1CCCC2=CC=C(C=C12)F)N1CC2(C1)CN(CC2)C)CC#N 2-((S)-1-Acryloyl-4-((R)-7-(7-fluoro-3,4-dihydroquinolin-1(2H)-yl)-2-(6-methyl-2,6-diazaspiro[3.4]octan-2-yl)-5,6,7,8-tetrahydroquinazolin-4-yl)piperazin-2-yl)acetonitrile